3-(N-(4-chloro-5-(5-methylisoxazol-4-yl)-2-(piperidin-1-yl)phenyl)sulfamoyl)-4-ethylbenzoic acid ClC1=CC(=C(C=C1C=1C=NOC1C)NS(=O)(=O)C=1C=C(C(=O)O)C=CC1CC)N1CCCCC1